3-(difluoromethyl)-6,7-difluoroquinoxalin-2(1H)-one FC(C=1C(NC2=CC(=C(C=C2N1)F)F)=O)F